2-(2-(1H-imidazol-5-yl)ethyl)-N4-(4-aminophenethyl)-N6-ethyl-1,3,5-triazine-2,4,6-triamine N1C=NC=C1CCC1(NC(=NC(=N1)NCCC1=CC=C(C=C1)N)NCC)N